3-methylsulfonyl-2,5-dihydropyrrole-1-carboxylic acid tert-butyl ester C(C)(C)(C)OC(=O)N1CC(=CC1)S(=O)(=O)C